4-(4-aminophenoxy)-3-phenylaniline NC1=CC=C(OC2=C(C=C(N)C=C2)C2=CC=CC=C2)C=C1